5-(4-(4-ethoxy-4-oxobutyl)piperidin-1-yl)nicotinic acid C(C)OC(CCCC1CCN(CC1)C=1C=NC=C(C(=O)O)C1)=O